Cl.OCC1(CC1)C(N)=N 1-(hydroxymethyl)cyclopropane-1-carboximidamide hydrochloride